3-[[5-[2-[2-(tert-butoxycarbonylamino)ethoxy]phenyl]-2,4-difluoro-phenyl]methylsulfonyl]-5-chloro-4-methoxybenzoic acid C(C)(C)(C)OC(=O)NCCOC1=C(C=CC=C1)C=1C(=CC(=C(C1)CS(=O)(=O)C=1C=C(C(=O)O)C=C(C1OC)Cl)F)F